8-(4-chlorophenyl)-2-methanesulfonyl-4-oxo-3H-pyrazolo[1,5-a][1,3,5]triazine-7-carbonitrile ClC1=CC=C(C=C1)C=1C(=NN2C1N=C(NC2=O)S(=O)(=O)C)C#N